di(p-vinylphenyl)methane C(=C)C1=CC=C(C=C1)CC1=CC=C(C=C1)C=C